2-Methyl-2-propen-1,3-Sulton CC=1CS(=O)(=O)OC1